1-(adamantane-1-yl)-3-(2-(pyridin-3-yl)phenyl)urea C12(CC3CC(CC(C1)C3)C2)NC(=O)NC2=C(C=CC=C2)C=2C=NC=CC2